3-(5-(5-cyano-3H-spiro[isobenzofuran-1,4'-piperidin]-1'-ylcarbonyl)-2-methylphenyl)-1-methyl-1-((tetrahydro-furan-3-yl)methyl)urea C(#N)C=1C=C2COC3(CCN(CC3)C(=O)C=3C=CC(=C(C3)NC(N(CC3COCC3)C)=O)C)C2=CC1